1-(2,2-dimethylpropoxy)-2,2-dimethylpropane CC(COCC(C)(C)C)(C)C